B(O)O.C(#N)C1=NC=CC=C1 cyanopyridine boronate